C(C1=CC=CC=C1)OC[C@H](C(=O)OC)C[C@@H](C(=O)OC)NC(=O)OC(C)(C)C dimethyl (2R,4S)-2-(benzyloxy-methyl)-4-(tert-butoxycarbonylamino)pentanedioate